(2R,4R)-1-cyano-N-[2-[(4,4-difluorocyclohexyl)amino]-1-(4-methyl-1H-imidazol-5-yl)-2-oxo-ethyl]-4-hydroxy-4-methyl-N-[4-(pentafluoro-λ6-sulfanyl)phenyl]pyrrolidine-2-carboxamide C(#N)N1[C@H](C[C@@](C1)(C)O)C(=O)N(C1=CC=C(C=C1)S(F)(F)(F)(F)F)C(C(=O)NC1CCC(CC1)(F)F)C1=C(N=CN1)C